ethyl 1-(2-((4-methoxybenzyl)amino)-2-oxoethyl)-4-nitro-1H-imidazole-2-carboxylate COC1=CC=C(CNC(CN2C(=NC(=C2)[N+](=O)[O-])C(=O)OCC)=O)C=C1